C(C1=CC=CC=C1)OC(C)C=1N=C2N(C=C(C=C2N2C3(COC3)C(N(C2=O)C)=O)C2CC2)C1 5-(2-(1-(benzyloxy)ethyl)-6-cyclopropylimidazo[1,2-a]pyridin-8-yl)-7-methyl-2-oxa-5,7-diazaspiro[3.4]octane-6,8-dione